CNC1CCC(CC1)NC 1,4-dimethylamino-cyclohexane